N-[3-fluoro-1-(2H3)methylindazol-7-yl]-1-[4-(trifluoromethyl)pyridin-2-yl]pyrazole-4-sulfonamide FC1=NN(C2=C(C=CC=C12)NS(=O)(=O)C=1C=NN(C1)C1=NC=CC(=C1)C(F)(F)F)C([2H])([2H])[2H]